7-((4-(difluoromethoxy)phenyl)sulfonyl)-7-azaspiro[3.5]nonan-2-one FC(OC1=CC=C(C=C1)S(=O)(=O)N1CCC2(CC(C2)=O)CC1)F